NC=1SC2=C(C1C#N)C(=C(C=C2)F)C=2C1=C(C=3C(=NC(=NC3C2F)OC[C@@H]2OCCC2)N2C3CN(CC2C3)C)COC1 2-Amino-5-fluoro-4-[5-fluoro-1-(3-methyl-3,6-diazabicyclo[3.1.1]heptan-6-yl)-3-[[(2R)-tetrahydrofuran-2-yl]methoxy]-7,9-dihydrofuro[3,4-f]quinazolin-6-yl]benzothiophene-3-carbonitrile